2-(methoxymethyl)-N-(4-methylphenyl)-6-({[2-(trifluoromethyl)phenyl]carbonyl}amino)-1H-benzimidazole-4-carboxamide COCC1=NC2=C(N1)C=C(C=C2C(=O)NC2=CC=C(C=C2)C)NC(=O)C2=C(C=CC=C2)C(F)(F)F